C(C)(=O)N1[C@H]([C@@H]([C@H](C2=CC(=CC=C12)C(=O)NC1CCOCC1)NC1=NC=C(C=C1)F)C)CC (2S,3R,4R)-1-acetyl-2-ethyl-4-((5-fluoropyridin-2-yl)amino)-3-methyl-N-(tetrahydro-2H-pyran-4-yl)-1,2,3,4-tetrahydroquinoline-6-carboxamide